5-((S)-3-(2-((R)-1-hydroxyethyl)-6-(phenylsulfonyl)imidazo[4,5-d]pyrrolo[2,3-b]pyridin-1(6H)-yl)pyrrolidin-1-yl)pentanonitrile O[C@H](C)C1=NC=2C(=C3C(=NC2)N(C=C3)S(=O)(=O)C3=CC=CC=C3)N1[C@@H]1CN(CC1)CCCCC#N